(1S)-4-(3,5-difluorophenoxy)-2,2-difluoro-7-iodo-indan-1-ol FC=1C=C(OC2=C3CC([C@H](C3=C(C=C2)I)O)(F)F)C=C(C1)F